hexamethylenebisbiguanide N(C(=N)NC(=N)N)CCCCCCNC(=N)NC(=N)N